2-ethyl-4-(4-methoxythieno[3,2-e]benzofuran-7-yl)-4-oxobutanoic acid methyl ester COC(C(CC(=O)C1=CC2=C(C=C(C3=C2C=CO3)OC)S1)CC)=O